1,3-Dibenzoyloxybenzene C(C1=CC=CC=C1)(=O)OC1=CC(=CC=C1)OC(C1=CC=CC=C1)=O